C1(CCC1)N1C(=NC2=NC(=NC(=C12)N1CC2CCC(C1)N2)OC[C@H]2NCCC2)OC2=CC(=CC1=CC=C(C(=C21)C#C)F)O 4-{[7-cyclobutyl-6-(3,8-diazabicyclo[3.2.1]octan-3-yl)-2-{[(2S)-pyrrolidin-2-yl]methoxy}-7H-purin-8-yl]oxy}-5-ethynyl-6-fluoronaphthalen-2-ol